C(#N)C(=CC1=CC=C(C=C1)N1C2=CC=CC=C2C=2C=C3C(=CC12)C(C1=CC=CC=C13)(C)C)P(O)(O)=O (1-cyano-2-(4-(7,7-dimethylindeno[2,1-b]carbazol-5(7H)-yl)phenyl)vinyl)phosphonic acid